C(C)(C)(C)OC(=O)N1CCC(CC1)(C)COCC 4-(ethoxymethyl)-4-methylpiperidine-1-carboxylic acid tert-butyl ester